C1=CC(=CC(=C1)F)C(=O)O The molecule is a fluorobenzoic acid that is benzoic acid substituted by a fluoro group at position 3. It is a conjugate acid of a 3-fluorobenzoate.